NC=1NC(C=2N=CN(C2N1)[C@@H]1O[C@@H]([C@H]([C@@H]1F)O[Si](C)(C)C(C)(C)C)CO[Si](C)(C)C(C)(C)C)=O 2-amino-9-[(2R,3S,4R,5R)-4-[(tert-butyldimethylsilyl)oxy]-5-{[(tert-butyldimethylsilyl)oxy]methyl}-3-fluorooxolan-2-yl]-1H-purin-6-one